C1(=CC=CC=C1)C1=C(C(=NC(=C1N1C2=C(C3=CC=CC=C13)C=CN=C2)N2C1=C(C3=CC=CC=C23)C=CN=C1)N1C2=CC=CC=C2SC=2C=CC=CC12)N1C2=C(C3=CC=CC=C13)C=CN=C2 10-(4-phenyl-3,5,6-tris(9H-pyrido[3,4-b]indol-9-yl)pyridin-2-yl)-10H-phenothiazine